methyl 2-((1r,4r)-4-(4-(tert-butoxycarbonyl) piperazin-1-yl) cyclohexyl)-5-(2,2,2-trifluoroacetamido)-2H-indazole-6-carboxylate C(C)(C)(C)OC(=O)N1CCN(CC1)C1CCC(CC1)N1N=C2C=C(C(=CC2=C1)NC(C(F)(F)F)=O)C(=O)OC